SC1(CC=CC=C1)F 2-mercapto-2-fluorobenzene